3-(4-Methylphenyl)-1-phenyl-1-propanone CC1=CC=C(C=C1)CCC(=O)C1=CC=CC=C1